butyl (((2S,3S,4S)-5-chloro-4-(6-cyano-2-fluoro-3-methoxyphenyl)-6-fluoro-3-methyl-2-phenyl-2,3-dihydrobenzofuran-2-yl)methyl)(methyl)carbamate ClC=1C(=CC2=C([C@@H]([C@](O2)(C2=CC=CC=C2)CN(C(OCCCC)=O)C)C)C1C1=C(C(=CC=C1C#N)OC)F)F